C(#N)/C(/C(=O)NC1=CC=C(C=C1)C(F)(F)F)=C(\C=1C(=NOC1)C)/O (Z)-2-cyano-3-hydroxy-3-(3-methylisoxazol-4-yl)-N-(4-(trifluoromethyl)phenyl)acrylamide